tert-butyl-[(1-iodododec-3-yl)oxy]diphenylsilane tert-Butyl-(4-(2-(2,6-dioxopiperidin-3-yl)-7-fluoro-1-oxoisoindolin-4-yl)but-3-yn-1-yl)carbamate C(C)(C)(C)N(C(O)=O)CCC#CC1=C2CN(C(C2=C(C=C1)F)=O)C1C(NC(CC1)=O)=O.C(C)(C)(C)[Si](C1=CC=CC=C1)(C1=CC=CC=C1)OC(CCI)CCCCCCCCC